[4-Methoxy-6-[4-(trifluoromethyl)pyrazol-1-yl]pyrimidin-2-yl]-[2-(trifluoromethyl)-4-pyridyl]methanone COC1=NC(=NC(=C1)N1N=CC(=C1)C(F)(F)F)C(=O)C1=CC(=NC=C1)C(F)(F)F